FC=1C(=C(C=CC1F)C(=O)N1CC(C1)=NO)NC1=C(C=C(C=C1)I)F 1-({3,4-difluoro-2-[(2-fluoro-4-iodophenyl)amino]phenyl}carbonyl)azetidin-3-one oxime